5-(benzyloxy)-3-(3-phenylbutyl)-2,3-dihydro-1H-pyrido[2,1-f][1,2,4]triazine-4,6-dione C(C1=CC=CC=C1)OC=1C(C=CN2NCN(C(C21)=O)CCC(C)C2=CC=CC=C2)=O